ClC1=NC(=C2C(=N1)N(N=C2)[C@H]2[C@@H]([C@@H]([C@H](O2)COC(C(C)O)P(O)(O)=O)O)O)NC2CCCC2 (1-(((2R,3S,4R,5R)-5-(6-chloro-4-(cyclopentylamino)-1H-pyrazolo[3,4-d]pyrimidin-1-yl)-3,4-dihydroxytetrahydrofuran-2-yl)methoxy)-2-hydroxypropyl)-phosphonic acid